N-(3-(6-fluoro-3,4-dihydroisoquinolin-2(1H)-yl)benzo[d]isothiazol-6-yl)-3,3-dimethylbutyramide FC=1C=C2CCN(CC2=CC1)C1=NSC2=C1C=CC(=C2)NC(CC(C)(C)C)=O